Ethyl 6-(3-acetoxypropyl)-2-amino-6-(cyclopropylmethyl)-7-oxo-4,5,6,7-tetrahydrobenzo[b]thiophene-3-carboxylate C(C)(=O)OCCCC1(CCC2=C(SC(=C2C(=O)OCC)N)C1=O)CC1CC1